C[Sn](CCCC)(C)C trimethyl-(butyl)tin